NC1=CC(=C(C(=O)NC[C@@H]2N(CCC2)CC)C=C1S(=O)(=O)CC)OC R-4-amino-N-[(1-ethyl-2-pyrrolidinyl)methyl]-5-(ethylsulphonyl)-2-methoxybenzamide